ClC1=CC=C(C(=N1)C=1C=NN(C1)C)NC(CO)C=1C=2C3=C(N(C(C2C=C(C1)C)=O)C)N(N=C3)CC 9-(1-((6-chloro-2-(1-methyl-1H-pyrazol-4-yl)pyridin-3-yl)amino)-2-hydroxyethyl)-3-ethyl-4,7-dimethyl-3,4-dihydro-5H-pyrazolo[3,4-c]isoquinolin-5-one